C12CN(CC(CC1)O2)C(=O)C2=CC=C1C(=N2)N(C=C1C1=CC(=C(C=C1)Cl)F)CC(F)(F)F (8-oxa-3-azabicyclo[3.2.1]octan-3-yl)(3-(4-chloro-3-fluorophenyl)-1-(2,2,2-trifluoroethyl)-1H-pyrrolo[2,3-b]pyridin-6-yl)methanone